OC1C(OC(C1O)CO)N1C(N=C(C=C1)NOC(CCCCCCCC)=O)=O 1-(3,4-dihydroxy-5-(hydroxymethyl)tetrahydrofuran-2-yl)-4-((nonanoyloxy)amino)pyrimidine-2-on